CC1=C(CN2C=NC3=C2C=CC=C3)C(=C(C(=C1C)C)C)C N-(2,3,4,5,6-pentamethyl-benzyl)benzimidazole